N[C@@H](CC(C)C)C(=O)N[C@@H]([C@@H](C)CC)C(=O)O Leucyl-Isoleucine